CC1(OB(OC1(C)C)C=1C(=NC=CC1)C1(CC1)C#N)C 1-[3-(4,4,5,5-tetramethyl-1,3,2-dioxaborolan-2-yl)-2-pyridyl]cyclopropanecarbonitrile